bis(2,3-dihydroxypropyl)-N-methyl-5-nitroisophthalamide OC(CC1=C(C(=C(C(=O)NC)C=C1[N+](=O)[O-])CC(CO)O)C(=O)N)CO